4'-(aminomethyl)-4-fluoro-N-(5-oxo-5,6,7,8-tetrahydro-1,6-naphthyridin-3-yl)-[1,1'-biphenyl]-2-sulfonamide hydrochloride Cl.NCC1=CC=C(C=C1)C=1C(=CC(=CC1)F)S(=O)(=O)NC=1C=NC=2CCNC(C2C1)=O